N=1N(N=CC1)C[C@H](C)NC(OC(C)(C)C)=O tert-butyl N-[(2S)-1-(2H-1,2,3-triazol-2-yl)propan-2-yl]carbamate